O1C=CC2=C1C=CC(=C2)C(=O)O 1-benzofuran-5-formic acid